(6-chloro-2-ethylimidazo[1,2-a]pyrimidin-3-yl)(4-hydroxyphenyl)methanone ClC=1C=NC=2N(C1)C(=C(N2)CC)C(=O)C2=CC=C(C=C2)O